C(C=C(C)C)C(CC(C)C)[Al](CCC(C)C)CCC(C)C prenyl-(tri-iso-amyl)aluminum